6-(3-Hydroxyazetidin-1-yl)-N-(6-(o-tolyl)-5-(trifluoromethyl)pyridine-2-yl)pyridine-2-sulfonamide OC1CN(C1)C1=CC=CC(=N1)S(=O)(=O)NC1=NC(=C(C=C1)C(F)(F)F)C1=C(C=CC=C1)C